C(CCCCCCC\C=C/CCCCCCCCCC)(=O)O.[Pr] praseodymium gadoleic acid